3β,8,11α,17β-tetrahydroxyandrost-5-ene O[C@@H]1CC2=CC[C@]3([C@@H]4CC[C@@H]([C@@]4(C)C[C@H]([C@@H]3[C@]2(CC1)C)O)O)O